C(CCCCCCCCC=CC)=O 10-dodecenal